FC(S(=O)(=O)C1=NNC=C1C#N)(F)F (trifluoromethylsulfonyl)pyrazole-4-carbonitrile